CN1C(C(C2=CC=CC=C12)(C)C)=C 1,3,3-trimethyl-2-methyleneindole